O=C1N(C2=NC=CC=C2C=C1C(=O)N)CC1=NC=CC=N1 2-oxo-1-(pyrimidin-2-ylmethyl)-1,8-naphthyridine-3-carboxamide